O(C1=CC=CC=C1)CCOC=1C2=CC=CC=C2C=C2C=CC=CC12 9-(2-phenoxyethoxy)anthracene